[Si](C)(C)(C(C)(C)C)O[C@@H]1CN(CCC1)C1=NC=CC2=CC(=C(C=C12)OC)C(=O)N (S)-1-(3-((tert-butyldimethylsilyl)oxy)piperidin-1-yl)-7-methoxyisoquinoline-6-carboxamide